Hexyl-Benzoat C(CCCCC)OC(C1=CC=CC=C1)=O